N-(5-((3-imino-3-thiomorpholinopropyl)carbamoyl)-1-methyl-1H-pyrrol-3-yl)-1-methyl-1H-pyrrole-2-carboxamide N=C(CCNC(=O)C1=CC(=CN1C)NC(=O)C=1N(C=CC1)C)N1CCSCC1